4-[[5-[5-(2-cyano-2-methyl-propoxy)-2-methyl-4-pyridyl]pyrazolo[1,5-a]pyridin-2-yl]amino]-N-cyclopropyl-2,6-dimethoxy-benzamide C(#N)C(COC=1C(=CC(=NC1)C)C1=CC=2N(C=C1)N=C(C2)NC2=CC(=C(C(=O)NC1CC1)C(=C2)OC)OC)(C)C